tert-butyl N-[(1r,4r)-4-({[(1-{[1-(2,6-dioxopiperidin-3-yl)-3-methyl-2-oxo-1,3-benzodiazol-5-yl]methyl}piperidin-4-yl)methyl](methyl)amino}methyl)cyclohexyl]carbamate O=C1NC(CCC1N1C(N(C2=C1C=CC(=C2)CN2CCC(CC2)CN(C)CC2CCC(CC2)NC(OC(C)(C)C)=O)C)=O)=O